FC1=C(C=CC(=C1[C@@H]1CCC=2N(C1)C=NC2C2=NN=C(N2)C)F)NS(=O)(=O)C=2C(=NC=C(C2)F)C N-[2,4-difluoro-3-[(6S)-1-(5-methyl-4H-1,2,4-triazol-3-yl)-5H,6H,7H,8H-imidazo[1,5-a]pyridin-6-yl]phenyl]-5-fluoro-2-methylpyridine-3-sulfonamide